CC1=C(C=NN1)C1=CC2=C(N=C(S2)NC2=NC=CC(=C2)CN2CC(CC2)C2=CC=CC=C2)C=C1 6-(5-methyl-1H-pyrazol-4-yl)-N-(4-((3-phenyl-pyrrolidin-1-yl)methyl)-pyridin-2-yl)benzo[d]-thiazol-2-amine